octafluoro-4,4'-biphenol FC1=C(C(=C(C(=C1O)F)F)C1=C(C(=C(C(=C1F)F)O)F)F)F